7'-(2-methylcyclopentyl)-2'-{[1-(piperidine-3-sulfonyl)piperidin-4-yl]amino}spiro[cyclopropane-1,5'-pyrrolo[2,3-d]pyrimidin]-6'-one CC1C(CCC1)N1C(C2(C3=C1N=C(N=C3)NC3CCN(CC3)S(=O)(=O)C3CNCCC3)CC2)=O